methyl 1-methyl-3,4-dihydro-2H-quinoline-6-carboxylate CN1CCCC2=CC(=CC=C12)C(=O)OC